NC1=NC=2C=C(C=CC2C=2C1=CN(N2)CCO)C2=NNC=C2 2-(4-amino-7-(1H-pyrazol-3-yl)-2H-pyrazolo[4,3-c]quinolin-2-yl)ethan-1-ol